ClC=1C=CC2=C(CCC=3C(=NC=CC3)C2)C1 8-chloro-5,6-dihydro-11H-benzo[5,6]-cyclohepta[1,2-b]pyridin